2,2',4,4',6,6'-hexamethyl-1,1'-biphenyl CC1=C(C(=CC(=C1)C)C)C1=C(C=C(C=C1C)C)C